C(C(=C)C)(=O)[O-].C(C=C)(=O)OCC[N+](C)(C)C [2-(acryloyloxy)ethyl]trimethylammonium methacrylate